(S)-6-(8-chloro-2-((2,2-difluorotetrahydro-1H-pyrrolizin-7a(5H)-yl)methoxy)-4-methyl-5,6-dihydro-4H-[1,4]oxazepino[5,6,7-de]quinazolin-9-yl)-4-methyl-5-(trifluoromethyl)pyridin-2-amine ClC1=C2C=3C(=NC(=NC3C=C1C1=C(C(=CC(=N1)N)C)C(F)(F)F)OC[C@]13CCCN3CC(C1)(F)F)N(CCO2)C